3-[4-[2-(1H-indol-3-yl)ethylamino]-7,8-dihydro-6H-pyrimido[5,4-b][1,4]oxazin-2-yl]-1H-pyridin-2-one N1C=C(C2=CC=CC=C12)CCNC1=NC(=NC2=C1OCCN2)C=2C(NC=CC2)=O